pyrrolo[2,1-f][1,2,4]triazine-4-ylamine N=1N2C(C(=NC1)N)=CC=C2